(3R)-7-Cyclopropyl-6-[(2,3-dichlorophenyl)methyl]-4-oxo-1-thia-3a-aza-3-indancarboxylic acid C1(CC1)C=1C(=CC(N2[C@@H](CSC12)C(=O)O)=O)CC1=C(C(=CC=C1)Cl)Cl